(1S,3R)-3-amino-1-(2-methoxy-2-oxoethyl)cyclopentane-1-carboxylic acid N[C@H]1C[C@](CC1)(C(=O)O)CC(=O)OC